C1(=CC=C(C=C1)COC1=CC(=NC2=CC=CC=C12)C(=O)NCCCCCC(=O)NO)C1=CC=CC=C1 4-([1,1'-Biphenyl]-4-ylmethoxy)-N-(6-(hydroxyamino)-6-oxohexyl)quinoline-2-carboxamide